BrN1C(C2(C3=CC=CC(=C13)Cl)CC2)=O Bromo-7'-chlorospiro[cyclopropane-1,3'-indoline]-2'-one